(S)-3-(5-(4-((1-(5-(1-fluoro-7-phenyl-3,8,9,10-tetrahydrocyclohepta[e]indazol-6-yl)pyrazin-2-yl)piperidin-4-yl)methyl)piperazin-1-yl)-1-oxoisoindolin-2-yl)piperidine-2,6-dione FC1=NNC=2C=CC3=C(C12)CCCC(=C3C=3N=CC(=NC3)N3CCC(CC3)CN3CCN(CC3)C=3C=C1CN(C(C1=CC3)=O)[C@@H]3C(NC(CC3)=O)=O)C3=CC=CC=C3